CC=1C=C(C=CC1C)[C@H]1N(C[C@@H](CC1)C)C(C(=O)NC=1C=NC=C(C1)C)=O 2-[(2S,5R)-2-(3,4-dimethylphenyl)-5-methyl-1-piperidyl]-N-(5-methyl-3-pyridyl)-2-oxo-acetamide